4-((5-chloro-3-fluoropyridin-2-yl)oxy)-N-hydroxy-2-methylbenzidine ClC=1C=C(C(=NC1)OC1(CC(=C(C=C1)C1=CC=C(N)C=C1)C)NO)F